CN1N=CC2=C1OC[C@@H](C(N2C)=O)NC(=O)C2=NNC=1CC[C@@H](CC21)C(F)(F)F (S)-N-((S)-1,4-Dimethyl-5-oxo-4,5,6,7-tetrahydro-1H-pyrazolo[3,4-b][1,4]oxazepin-6-yl)-5-(trifluoromethyl)-4,5,6,7-tetrahydro-1H-indazol-3-carboxamid